5-(2-((4-Chlorophenyl)amino)pyrimidin-5-yl)-1H-benzo[d]imidazol-2(3H)-one ClC1=CC=C(C=C1)NC1=NC=C(C=N1)C1=CC2=C(NC(N2)=O)C=C1